tert-butyl 4-(8-bromopyrido[2,3-e][1,2,4]triazolo[4,3-a]pyrazin-4-yl)piperazin-1-carboxylate BrC1=CC2=C(N=C(C=3N2C=NN3)N3CCN(CC3)C(=O)OC(C)(C)C)N=C1